FCCCN1CC(CC1)NC=1C=NC(=CC1)[C@H]1N([C@@H](CC2=C1NC1=CC=CC=C21)C)CC(F)(F)F N-(S)-(1-(3-fluoropropyl)pyrrolidine-3-yl)-6-((1S,3R)-3-methyl-2-(2,2,2-trifluoroethyl)-2,3,4,9-tetrahydro-1H-pyrido[3,4-b]indol-1-yl)pyridin-3-amine